C(C)(C)(C)OC(=O)N[C@@H](C(=O)N1[C@@H](C[C@@H](C1)N1N=NC=C1C(C)(C)O)C(=O)OC)CC1CCCCC1 methyl (2S,4S)-1-((R)-2-((tert-butoxycarbonyl)amino)-3-cyclohexylpropanoyl)-4-(5-(2-hydroxypropan-2-yl)-1H-1,2,3-triazol-1-yl)pyrrolidine-2-carboxylate